6-chloro-4-((3-(5-fluoropyrimidin-2-yl)-2-methoxyphenyl)amino)-N-(methyl-d3)nicotinamide ClC1=NC=C(C(=O)NC([2H])([2H])[2H])C(=C1)NC1=C(C(=CC=C1)C1=NC=C(C=N1)F)OC